(S)-3-(3-([1,1'-biphenyl]-3-yl)-4-fluoro-1H-pyrazol-5-yl)pyrrolidine-1-carbonitrile C1(=CC(=CC=C1)C1=NNC(=C1F)[C@@H]1CN(CC1)C#N)C1=CC=CC=C1